N-(1-methoxyethyl)isobutyramide Tert-butyl-(4-aminobutyl)carbamate C(C)(C)(C)N(C(O)=O)CCCCN.COC(C)NC(C(C)C)=O